P(=O)(OC1(C(C=CC=C1)C)C)(OOCCCCCCCCCCCCCCCC)[O-] o-dimethylphenyl hexadecyloxy phosphate